1-(1-bromovinyl)-2,3-dimethylbenzene BrC(=C)C1=C(C(=CC=C1)C)C